BrC1=NC(=CC(=C1)[C@@H]1CN(CCN1)C(=O)OC(C)(C)C)Cl (R)-tert-butyl 3-(2-bromo-6-chloropyridin-4-yl)piperazine-1-carboxylate